S1C(=CC2=C1C=CC=C2)C2=C(N=C(O2)C)C2=C(C=C(C=C2)Cl)Cl 5-(benzothiophen-2-yl)-4-(2,4-dichlorophenyl)-2-methyl-oxazole